(E)-N'-(3,5-dimethoxybenzylidene)-6-(pyridin-2-yl)pyrazine-2-carbohydrazide COC=1C=C(\C=N\NC(=O)C2=NC(=CN=C2)C2=NC=CC=C2)C=C(C1)OC